butylanisole C(CCC)C1=C(C=CC=C1)OC